2,3-dichloro-1,4-anthraquinone ClC=1C(C2=CC3=CC=CC=C3C=C2C(C1Cl)=O)=O